4-HYDROXYMETHYLFURFURAL OCC=1C=C(C=O)OC1